CC(CCCCCCCCCCCCCCCCCCCC)C1CN=COC1 5-2-docosanyl-4,5-dihydro-1,3-oxazine